ClC1=CC(=C(C=C1)[C@@H](C)OC1=CC=NN1C1CCN(CC1)CC=1N(C2=C(N1)C=CC(=C2)C(=O)OC)CC=2N(C=NC2)CC)F |o1:7| methyl 2-[[4-[5-[(1R or S)-1-(4-chloro-2-fluoro-phenyl)ethoxy]pyrazol-1-yl]-1-piperidyl]methyl]-3-[(3-ethylimidazol-4-yl)methyl]benzimidazole-5-carboxylate